O=CCCC(CCC(CCC(CCC(CCC(CC)=O)=O)=O)=O)=O 1,4,7,10,13,16-hexaoxooctadecane